CC1(CC=2C(=NC(=C(C2)C(=O)NC2=NC(=CC=C2)C=2C=NN(C2)C)N2CCNC3(CC3)C2)O1)C 2,2-Dimethyl-N-(6-(1-methyl-1H-pyrazol-4-yl)pyridin-2-yl)-6-(4,7-diazaspiro[2.5]octan-7-yl)-2,3-dihydrofuro[2,3-b]pyridine-5-carboxamide